NCN1C=C([C@H]2[C@H](O)[C@H](O)[C@@H](CO)O2)C(NC1=O)=O N1-aminomethyl-pseudouridine